CN(C(C1=CN=CC=C1)=O)C N,N-dimethyl-nicotinamide